tert-Butyl 2-(4-(4-bromophenyl)piperazin-1-yl)-2-methylpropanoate BrC1=CC=C(C=C1)N1CCN(CC1)C(C(=O)OC(C)(C)C)(C)C